3-(3-chloro-4-fluorophenyl)-5-(4-(4-methylpiperazin-1-yl)phenyl)-1H-pyrazolo[3,4-b]pyridine ClC=1C=C(C=CC1F)C1=NNC2=NC=C(C=C21)C2=CC=C(C=C2)N2CCN(CC2)C